2-(2-chlorophenyl)-3-hydroxy-4,5-diphenylimidazole ClC1=C(C=CC=C1)C1=NC(=C(N1O)C1=CC=CC=C1)C1=CC=CC=C1